2-ethyl-4-[[3-[3-(trifluoromethyl)-1H-pyrazol-4-yl]imidazo[1,2-a]pyrazin-8-yl]amino]benzoic acid C(C)C1=C(C(=O)O)C=CC(=C1)NC=1C=2N(C=CN1)C(=CN2)C=2C(=NNC2)C(F)(F)F